1-(tert-butyl) 2-methyl (S)-4-oxopyrrolidine-1,2-dicarboxylate O=C1C[C@H](N(C1)C(=O)OC(C)(C)C)C(=O)OC